N-(2-(1-((5-(2,6-dioxopiperidin-3-yl)-2-fluoropyridin-3-yl)methyl)piperidin-4-yl)-5-(2-hydroxypropane-2-yl)benzo[d]oxazol-6-yl)-6-(trifluoromethyl)nicotinamide O=C1NC(CCC1C=1C=C(C(=NC1)F)CN1CCC(CC1)C=1OC2=C(N1)C=C(C(=C2)NC(C2=CN=C(C=C2)C(F)(F)F)=O)C(C)(C)O)=O